ClC1=CC(=C(C=C1)C1=NC(=CC=2N=C(N(C(C21)=O)C)C)N2C[C@H](OCC2)C=2C=NC(=NC2)C)F 5-(4-chloro-2-fluoro-phenyl)-2,3-dimethyl-7-((2R)-2-(2-methyl-5-pyrimidinyl)-4-morpholinyl)pyrido[4,3-d]-pyrimidin-4(3H)-one